4-(2-((4-chloro-1,3-dimethyl-1H-pyrazol-5-yl)sulfonyl)-2-azaspiro[3.4]oct-6-yl)morpholine ClC=1C(=NN(C1S(=O)(=O)N1CC2(C1)CC(CC2)N2CCOCC2)C)C